NN1C(=NC(=C1C(=O)N)C1=CC=C(C=C1)C(NC1=NC=C(C=C1)C)=O)[C@H]1N(CCC1)C(\C(=C\C(C)(C)C)\C#N)=O (S,E)-1-amino-2-(1-(2-cyano-4,4-dimethylpent-2-enoyl)pyrrolidin-2-yl)-4-(4-((5-methylpyridin-2-yl)carbamoyl)phenyl)-1H-imidazole-5-carboxamide